C(C=1C(C(=O)OC(CCCCCCCC)C)=CC=CC1)(=O)OCCCCCCCCCC n-decyl (1-methylnonyl) phthalate